N-(2-(7-methylbenzo[d]isoxazol-3-yl)propan-2-yl)-2-(1-methylpiperidin-2-yl)acetamide CC1=CC=CC=2C(=NOC21)C(C)(C)NC(CC2N(CCCC2)C)=O